2-([1,1'-biphenyl]-4-yl)-4-(4''-bromo-[1,1':4',1''-terphenyl]-4-yl)-6-phenyl-1,3,5-triazine C1(=CC=C(C=C1)C1=NC(=NC(=N1)C1=CC=C(C=C1)C1=CC=C(C=C1)C1=CC=C(C=C1)Br)C1=CC=CC=C1)C1=CC=CC=C1